ClC1=CC=C(C=C1)C(NC(=O)[C@]1(NC(NC1=O)=O)C)C1=CC=C(C=C1)Cl |r| (R and S)-N-(bis(4-chlorophenyl)methyl)-4-methyl-2,5-dioxoimidazolidine-4-carboxamide